[Si](C)(C)(C(C)(C)C)OCC(C)C=1C(=CN=NC1C(=C)OCC)C1=CC(=NN1)C12CCC(CC1)(CC2)C(=O)OC methyl 4-{5-[5-{1-[(tert-butyldimethylsilyl)oxy]propan-2-yl}-6-(1-ethoxyvinyl)pyridazin-4-yl]-1H-pyrazol-3-yl}bicyclo[2.2.2]octane-1-carboxylate